NC1=NC(=CC(=N1)N1CCC2(C[C@H](NC2)C(=O)O)CC1)O[C@@H](C(F)(F)F)C1=C(C=C(C=C1)Cl)C1=CC(=CC=C1)C(N(C)C)=O (S)-8-(2-amino-6-((R)-1-(5-chloro-3'-(dimethylcarbamoyl)-[1,1'-biphenyl]-2-yl)-2,2,2-trifluoroethoxy)pyrimidin-4-yl)-2,8-diazaspiro[4.5]decane-3-carboxylic acid